9-[4-(cyclohexyloxy)phenyl]-3,4-dihydropyrido[2,1-c][1,2,4]thiadiazine 2,2-dioxide C1(CCCCC1)OC1=CC=C(C=C1)C1=CC=CN2C1=NS(CC2)(=O)=O